BrC=1C=CC(=C(OCCCC(=O)O)C1)C=1OC2=C(C=CC=C2C(C1)=O)Cl 4-[5-bromo-2-(8-chloro-4-oxo-chromen-2-yl)phenoxy]butanoic acid